5-(bis(4-carboxybenzyl)amino)-isophthalic acid C(=O)(O)C1=CC=C(CN(C=2C=C(C=C(C(=O)O)C2)C(=O)O)CC2=CC=C(C=C2)C(=O)O)C=C1